6-Bromo-3-carboxycoumarin BrC=1C=C2C=C(C(OC2=CC1)=O)C(=O)O